3-((6-bromo-7-fluoro-2,3-dioxo-3,4-dihydroquinoxalin-1(2H)-yl)methyl)azetidine-1-carboxylic acid tert-butyl ester C(C)(C)(C)OC(=O)N1CC(C1)CN1C(C(NC2=CC(=C(C=C12)F)Br)=O)=O